C(C)(C)(C)OC(NCCCC(C=1OC(=CN1)C1=CC=CC=C1)NC(=O)C=1C=C(C=CC1)C1=CC(=CC=C1)Cl)=O (4-(3'-chloro-[1,1'-biphenyl]-3-carboxamido)-4-(5-phenyloxazol-2-yl)butyl)carbamic acid tert-butyl ester